C(C=C)(=O)OC1(CCCCC1)CC 1-Ethylcyclohexyl acrylate